OCC1(C2CCC(C1)CC2)NC(C2=CC(=CC=C2)N2C=NC=C2)=O N-(2-(hydroxymethyl)bicyclo[2.2.2]octan-2-yl)-3-(1H-imidazol-1-yl)benzamide